FC=1C=CN2N=C(C=C(C21)O)O 5-fluoropyrrolo[1,2-b]pyridazine-2,4-diol